ClC1=C(C(=CC=C1)Cl)N1CC(C1)C=1C=C2CCC(C2=CC1)N1CC(CC1)(O)C 1-[5-[1-(2,6-dichlorophenyl)azetidin-3-yl]indan-1-yl]-3-methyl-pyrrolidin-3-ol